chloro-fluorocarbon Cl[C]F